OC1=C(C=CC(=C1)F)C(C=CC1=CC=C(C=C1)C)=O 1-[2-Hydroxy-4-fluorophenyl]-3-(4-methylphenyl)-2-propene-1-one